3-methoxy-5-[2-methoxy-4-(trifluoromethoxy)phenoxy]pyridine-4-carboxylic acid COC=1C=NC=C(C1C(=O)O)OC1=C(C=C(C=C1)OC(F)(F)F)OC